O1C(=CC2=C1C=CC=C2)C2CC(C(O2)=O)=C 5-(benzofuran-2-yl)-3-methylenedihydrofuran-2(3H)-one